(2R,4S)-4-hydroxy-1-[(2S)-2-[4-(2-hydroxy-2-phenyl-ethyl)triazol-1-yl]-3,3-dimethyl-butanoyl]-N-methyl-pyrrolidine-2-carboxamide O[C@H]1C[C@@H](N(C1)C([C@H](C(C)(C)C)N1N=NC(=C1)CC(C1=CC=CC=C1)O)=O)C(=O)NC